CC1CC2(N(C(C1)C2)C(=O)NC2=NC=C(C(=C2)C2=NN1C(C=N2)=CC=C1)C(F)(F)F)C(=O)NNC(CC)=O cis-3-methyl-1-(2-propionylhydrazine-1-carbonyl)-N-(4-(pyrrolo[2,1-f][1,2,4]triazin-2-yl)-5-(trifluoromethyl)pyridin-2-yl)-6-azabicyclo[3.1.1]heptane-6-carboxamide